tert-butyl 6-((2-isopropylphenyl) (methyl) carbamoyl)-2-azaspiro[3.3]heptane-2-carboxylate C(C)(C)C1=C(C=CC=C1)N(C(=O)C1CC2(CN(C2)C(=O)OC(C)(C)C)C1)C